NC1=C(OC2=CC=C(C=C2)B(O)O)C=CC=C1 4-(2-aminophenoxy)phenylboronic acid